tri-(2,4-di-tert-butylphenyl) phosphite P(OC1=C(C=C(C=C1)C(C)(C)C)C(C)(C)C)(OC1=C(C=C(C=C1)C(C)(C)C)C(C)(C)C)OC1=C(C=C(C=C1)C(C)(C)C)C(C)(C)C